N-(3-chloro-5-(methylsulfonamido)phenyl)-5-(5-fluoropyrimidin-2-yl)-1-methyl-1H-pyrrole-3-carboxamide ClC=1C=C(C=C(C1)NS(=O)(=O)C)NC(=O)C1=CN(C(=C1)C1=NC=C(C=N1)F)C